N[C@H](C(C)C)C(=O)OC[C@H]1O[C@@]([C@@H]([C@@H]1O)O)(C#N)C1=CC=C2C(=NC=NN21)N ((2R,3S,4R,5R)-5-(4-aminopyrrolo[2,1-f][1,2,4]triazin-7-yl)-5-cyano-3,4-dihydroxytetrahydrofuran-2-yl)methyl D-Valinate